FC(OC1=CC(=NN1C)N)F 5-(difluoromethoxy)-1-methyl-1H-pyrazol-3-amine